Azepan-1-yl-[3-(6-fluoroimidazo[1,2-a]pyridin-3-yl)-1-(methylsulfanylmethyl)pyrazolo[4,3-c]pyridin-6-yl]methanone N1(CCCCCC1)C(=O)C1=CC2=C(C=N1)C(=NN2CSC)C2=CN=C1N2C=C(C=C1)F